BrC1=CC2=C(N=CN=C2N[C@H](C)C2=C(C(=CC=C2)C(F)(F)F)C)C(N1C)=O (R)-6-bromo-7-methyl-4-((1-(2-methyl-3-(trifluoromethyl)phenyl)ethyl)-amino)pyrido[3,4-d]pyrimidin-8(7H)-one